N1=CC=C(C=C1)N1C[C@@H]2[C@H](C1)CN(C2)CC=2NC1=CC=CC=C1C2 2-[[(3aS,6aR)-5-(4-pyridyl)-1,3,3a,4,6,6a-hexahydropyrrolo[3,4-c]pyrrol-2-yl]methyl]-1H-indole